CC1=C(C=C(C(=C1F)F)F)OB(O)O 2-methyl-3,4,5-trifluorophenylboric acid